CN(C)C=C1C(CN(CC1=O)C(=O)OC(C)(C)C)=O tert-butyl 4-((dimethylamino) methylene)-3,5-dioxopiperidine-1-carboxylate